6-bromo-2,2-dimethylbenzofuran-3(2H)-one BrC1=CC2=C(C(C(O2)(C)C)=O)C=C1